C1(CC1)C1=NN(C=C1C1=NC(=CC=C1)C)C1CC2(CC(C2)CCN)C1 2-(6-(3-cyclopropyl-4-(6-methylpyridin-2-yl)-1H-pyrazol-1-yl)spiro[3.3]heptan-2-yl)ethan-1-amine